2-(4-aminophenoxy)propan-1-ol tert-butyl-cis-5-oxo-octahydrocyclopenta[c]pyrrole-2-carboxylate C(C)(C)(C)C1N(CC2C1CC(C2)=O)C(=O)OCC(C)OC2=CC=C(C=C2)N